ethyl 4-bromo-5-formyl-1H-pyrrole-2-carboxylate BrC=1C=C(NC1C=O)C(=O)OCC